N-[6-(5-chloro-2-fluorophenyl)pyridazin-4-yl]-7-{2-[methyl(oxetan-3-yl)amino]-ethoxy}quinolin-4-amine ClC=1C=CC(=C(C1)C1=CC(=CN=N1)NC1=CC=NC2=CC(=CC=C12)OCCN(C1COC1)C)F